COC1CN(CCC1)S(=O)(=O)C1=CC=C(C=O)C=C1 4-[(3-methoxypiperidin-1-yl)sulfonyl]benzaldehyde